C1(CCC1)NC1=NC=NC2=C1SC=1N=NC(=C(C12)C)C N-cyclobutyl-3,4-dimethylpyrimido[4',5':4,5]thieno[2,3-c]pyridazin-8-amine